The molecule is phthalimide substituted at the 4- and 5-positions by anilino groups. It has a role as a tyrosine kinase inhibitor. C1=CC=C(C=C1)NC2=C(C=C3C(=C2)C(=O)NC3=O)NC4=CC=CC=C4